trans-4-(2-[[(2R)-4,4-difluorobutan-2-yl]amino]-5-[4-(piperazin-1-ylmethyl)phenyl]pyrrolo[2,3-d]pyrimidin-7-yl)cyclohexan-1-ol hydrochloride Cl.FC(C[C@@H](C)NC=1N=CC2=C(N1)N(C=C2C2=CC=C(C=C2)CN2CCNCC2)[C@@H]2CC[C@H](CC2)O)F